C(C)(=O)O[C@H]1[C@@H](SC[C@H]1OC(C)=O)N1C2=NC(=NC(=C2N=C1C=1NC=CC1)Cl)C#CCCCC (2R,3R,4S)-2-(6-chloro-2-(hex-1-yn-1-yl)-8-(1H-pyrrol-2-yl)-9H-purin-9-yl)tetrahydrothiophene-3,4-diyl diacetate